OCC=1C=C2CN(CC2=CC1)C=1N=C2N(C(C1C)=O)C=C(C=C2[C@@H](C)NC2=C(C(=O)O)C=CC=C2)C (R)-2-((1-(2-(5-(hydroxymethyl)isoindolin-2-yl)-3,7-dimethyl-4-oxo-4H-pyrido[1,2-a]pyrimidin-9-yl)ethyl)amino)benzoic acid